BrC1=C(C=CC(=N1)OCC(=O)O)F 2-(6-bromo-5-fluoropyridin-2-yl)oxyacetic acid